1-(2,6-difluoro-4-((4-(3-phenylisoxazolidin-2-yl)-5-(trifluoromethyl)pyrimidine-2-yl)amino)phenyl)pyrrolidin-2-one FC1=C(C(=CC(=C1)NC1=NC=C(C(=N1)N1OCCC1C1=CC=CC=C1)C(F)(F)F)F)N1C(CCC1)=O